C(C1=CC=CC=C1)N(CC(C)(O)C)CC(=C)C 1-(benzyl-(2-methylallyl)amino)-2-methylpropan-2-ol